1-hexadecyl-2-palmitoylglycerol C(CCCCCCCCCCCCCCC)OCC(OC(CCCCCCCCCCCCCCC)=O)CO